anti-isopropyl alcohol C(C)(C)O